BrCCCCOC1=CC=C(C=C1)N1[C@@H](CN(CC1)C1=CC(=C(C#N)C=C1)C(F)(F)F)C (R)-4-(4-(4-(4-bromobutoxy)phenyl)-3-methylpiperazin-1-yl)-2-(trifluoromethyl)-benzonitrile